1-(4-(12-fluoro-7,8,13,14-tetrahydro-[1,2,4]triazolo[4',3':1,6]pyrido[3,2-b]benzo[f][1,4]oxazonin-4-yl)piperidin-1-yl)ethan-1-one Bismesylate S(C)(=O)(=O)O.S(C)(=O)(=O)O.FC1=CC=CC2=C1CNC1=C(OCC2)C=C(C=2N1C=NN2)C2CCN(CC2)C(C)=O